NCC(CN1N=CN(C1=O)C1=NC=C(C=C1C)C1=CC=C(C=C1)C(=O)N1CCOCC1)=C(F)F 2-[2-(aminomethyl)-3,3-difluoro-allyl]-4-[3-methyl-5-[4-(morpholine-4-carbonyl)phenyl]-2-pyridyl]-1,2,4-triazol-3-one